ClC=1C=CC=2OCCNC2N1 6-chloro-3,4-dihydro-2H-pyrido[3,2-b][1,4]oxazine